ethyl 2-(2-((5-(3-(aminomethyl)phenyl)-7-(2-(tetrahydro-2H-pyran-4-yl)ethoxy)benzofuran-3-yl)methoxy)phenyl)acetate NCC=1C=C(C=CC1)C=1C=C(C2=C(C(=CO2)COC2=C(C=CC=C2)CC(=O)OCC)C1)OCCC1CCOCC1